tert-butyl 5-hydroxy-6-azaspiro[3.4]octane-6-carboxylate OC1C2(CCC2)CCN1C(=O)OC(C)(C)C